tert-butyl (8-(chloromethyl)-2-methyl-6-(5,6,7-trimethoxy-1H-indole-2-carbonyl)-7,8-dihydro-6H-oxazolo[4,5-e]indol-4-yl) ethane-1,2-diylbis(methylcarbamate) C(CN(C(OC1=C2C(=C3C(CN(C3=C1)C(=O)C=1NC3=C(C(=C(C=C3C1)OC)OC)OC)CCl)N=C(O2)C)=O)C)N(C(OC(C)(C)C)=O)C